3-(dimethylamino)-N-[(1s,4s)-4-{[2-(trifluoromethyl)quinolin-4-yl]amino}cyclohexyl]-4-(trifluoromethyl)benzamide CN(C=1C=C(C(=O)NC2CCC(CC2)NC2=CC(=NC3=CC=CC=C23)C(F)(F)F)C=CC1C(F)(F)F)C